NC(C(C1=CC(=CC=C1)Cl)NC1=NC=NC2=CC(=C(C=C12)OC1CCN(CC1)C(=O)OC(C)(C)C)OC)=O tert-butyl 4-((4-((2-amino-1-(3-chlorophenyl)-2-oxoethyl)amino)-7-methoxyquinazolin-6-yl)oxy)piperidine-1-carboxylate